CN1N=CC(=C1C)C1=NN=C(O1)C(=O)N1[C@@H](C2=C(CC1)NC=N2)C2=NN1C(C(=CC=C1)OC)=C2 (S)-(5-(1,5-dimethyl-1H-pyrazol-4-yl)-1,3,4-oxadiazol-2-yl)(4-(4-methoxypyrazolo[1,5-a]pyridin-2-yl)-6,7-dihydro-1H-imidazo[4,5-c]pyridin-5(4H)-yl)methanone